Cl.Cl.OC1=CC=C2C(C=C(OC2=C1O)C1=CC=C(C=C1)OCCCCN(CCCN1CCCCC1)C)=O 7,8-Dihydroxy-2-(4-(4-(methyl(3-(piperidin-1-yl)propyl)amino)butoxy)phenyl)-4H-chromen-4-one dihydrochloride